lauric acid amide ethyl-dihydroxyethylaminoxide C(C)N([O-])CC(O)O.C(CCCCCCCCCCC)(=O)N